2-acetyl-naphtho[2,3-b]furan C(C)(=O)C1=CC2=C(O1)C=C1C=CC=CC1=C2